6-((6-fluoropyridin-2-yl)amino)-N-methoxy-4-((2-methoxy-3-(1-methyl-1H-pyrazol-3-yl)phenyl)amino)nicotinamide methyl-2-[4-(benzyloxy)phenyl]-2-cyanoacetate COC(C(C#N)C1=CC=C(C=C1)OCC1=CC=CC=C1)=O.FC1=CC=CC(=N1)NC1=NC=C(C(=O)NOC)C(=C1)NC1=C(C(=CC=C1)C1=NN(C=C1)C)OC